C(C)(C)(C)OC(=O)N1[C@H]2CC(C[C@@H]1CC2)OS(=O)(=O)C2=CC=C(C=C2)C (1R,5S)-3-(p-tolylsulfonyloxy)-8-azabicyclo[3.2.1]octane-8-carboxylic acid tert-butyl ester